ClC1=C(C=2N=C(N=C3C2C(=N1)OC(CC(N3C)C)C)OC[C@]31CCCN1C[C@@H](C3)F)F 5-chloro-4-fluoro-2-(((2R,7aS)-2-fluorotetrahydro-1H-pyrrolizin-7a(5H)-yl)methoxy)-8,10,11-trimethyl-8,9,10,11-tetrahydro-7-oxa-1,3,6,11-tetraazacycloocta[de]naphthalene